t-butyl (3R,5'S)-5'-carbamoyl-2-oxo-6,7,8,9-tetrahydro-1H-spiro[imidazo[1,2-b]indazole-3,3'-pyrrolidine]-1'-carboxylate C(N)(=O)[C@@H]1C[C@@]2(CN1C(=O)OC(C)(C)C)C(NC=1N2N=C2CCCCC12)=O